(E)-3-(3-Chloro-4-hydroxyphenyl)-1-[4-[(1-methylimidazol-2-yl)methoxy]phenyl]prop-2-en-1-one ClC=1C=C(C=CC1O)/C=C/C(=O)C1=CC=C(C=C1)OCC=1N(C=CN1)C